Bis((trifluoromethyl)sulfonyl)imide [N-](S(=O)(=O)C(F)(F)F)S(=O)(=O)C(F)(F)F